FC(OC=1C=CC(=C(C1)C1=NN(C=2C[C@@H](CCC12)C(=O)NC1C(N(C=C1)C(C)C)=O)C(C)C)F)F (6R)-3-(5-(difluoromethoxy)-2-fluorophenyl)-1-isopropyl-N-(1-isopropyl-2-oxopyrrol-3-yl)-4,5,6,7-tetrahydro-1H-indazole-6-carboxamide